OCCOC(C=C)=O.C1(O)=C(O)C(=CC=C1)C1=CC=CC=C1C(=O)O catecholbenzoic acid hydroxyethyl-acrylate